COC=1C=C(C=CC1C)C(CCC)C1=C(C=C(O)C=C1)O 4-[1-(3-methoxy-4-methylphenyl)butyl]resorcinol